N-((3S,4S)-4-fluoropyrrolidin-3-yl)-6-(6-(1-methyl-1H-pyrazol-4-yl)imidazo[1,2-a]pyrazin-3-yl)pyridin-2-amine F[C@@H]1[C@H](CNC1)NC1=NC(=CC=C1)C1=CN=C2N1C=C(N=C2)C=2C=NN(C2)C